OCC=1C=CC(=C(C1)C1CCN2N1C=1C=C(C=CC1C2=O)C=2C=NC(=NC2)N2CCOCC2)OC 3-(5-(Hydroxymethyl)-2-methoxyphenyl)-6-(2-morpholinylpyrimidin-5-yl)-2,3-dihydropyrazolo[1,2-a]indazol-9(1H)-one